5-(2,4,6-trimethylphenyl)thianthrenium CC1=C(C(=CC(=C1)C)C)[S+]1C=2C=CC=CC2SC2=CC=CC=C12